(3S,4S)-benzyl 4-(3-chlorophenyl)-3-(N-methyl-1H-indole-2-carboxamido)piperidine-1-carboxylate ClC=1C=C(C=CC1)[C@H]1[C@@H](CN(CC1)C(=O)OCC1=CC=CC=C1)N(C(=O)C=1NC2=CC=CC=C2C1)C